FC1=CC(=CC2=CN(N=C12)C)C1=CC2=C(C=N1)N=C(S2)N(C2CC1CCCC(C2)N1C)C 6-(7-Fluoro-2-methyl-2H-indazol-5-yl)-N-methyl-N-(9-methyl-9-azabicyclo[3.3.1]non-3-yl)[1,3]thiazolo[4,5-c]pyridin-2-amin